NC1=NC2=C(C(=CC=C2C(=N1)C=1N=NN(C1)CC1=CC=CC(=N1)C(CO)(C)C)F)OC 2-(6-{[4-(2-amino-7-fluoro-8-methoxy-4-quinazolinyl)-1H-1,2,3-triazol-1-yl]methyl}-2-pyridinyl)-2-methylpropanol